racemic-(4-fluorophenyl)(pyridin-2-yl)methanol FC1=CC=C(C=C1)[C@@H](O)C1=NC=CC=C1 |r|